C(C)(C)(C)S(=O)(=O)N1C2(CCC2)C[C@@H](C1)N1C2=C(OCC1)C=C(C=C2C2=C1C(=NC=C2)C=C(S1)CO)Cl (S)-(7-(4-(5-(tert-butylsulfonyl)-5-azaspiro[3.4]octan-7-yl)-7-chloro-3,4-dihydro-2H-benzo[b][1,4]oxazin-5-yl)thieno[3,2-b]pyridin-2-yl)methanol